OCCOC(C=C)=O acrylic acid 2-hydroxyethylester